1-(3,5-dibromophenyl)cyclopropane-1-carbonitrile BrC=1C=C(C=C(C1)Br)C1(CC1)C#N